ClC(CCC1CC1)C=1C=CC(=C(C1)NC(=O)C1=CC(=NN1C1=CC(=CC=C1)C#N)C(F)(F)F)F N-(5-(1-chloro-3-cyclopropyl-propyl)-2-fluorophenyl)-1-(3-cyanophenyl)-3-(trifluoromethyl)-1H-pyrazole-5-carboxamide